[N+](=O)([O-])C=1C=C(C=CC1)C1(COC1)CC(=O)NN 2-(3-(3-nitrophenyl)oxetan-3-yl)acetohydrazide